3-(2-Chloro-6-methyl-4-pyridyl)-2-(3-cyanophenyl)-N-(2-hydroxy-2-methyl-propyl)imidazo[1,2-b]pyridazine-6-carboxamide ClC1=NC(=CC(=C1)C1=C(N=C2N1N=C(C=C2)C(=O)NCC(C)(C)O)C2=CC(=CC=C2)C#N)C